FC(C(=O)O)(F)F.COC=1C(=CC(=C(C1)N1CCC(CC1)C1CCNCC1)C=1C=NN(C1)C)[N+](=O)[O-] 1-(5-methoxy-2-(1-methyl-1H-pyrazol-4-yl)-4-nitrophenyl)-4-(piperidin-4-yl)piperidine Trifluoroacetate salt